F[B-](F)(F)F.C1(=CC=CC=C1)C=1SC(=CC(C1)=CC=C1C(=C(CCC1)C=CC1=CC(=[S+]C(=C1)C1=CC=CC=C1)C1=CC=CC=C1)C1=CC=CC=C1)C1=CC=CC=C1 4-[2-[3-[(2,6-Diphenyl-4H-thiopyran-4-ylidene)ethylidene]-2-phenyl-1-cyclohexen-1-yl]ethenyl]-2,6-diphenyl-thiopyrylium tetrafluoroborate